(carbonic acid) Cesium [Cs].C(O)(O)=O